(Z)-1,2-DIFLUORoETHYLEN F\C=C/F